3,3',5,5'-tetrakis(methoxymethyl)-(1,1'-biphenyl)-4,4'-diol COCC=1C=C(C=C(C1O)COC)C1=CC(=C(C(=C1)COC)O)COC